1-((1S,4S)-5-(4-((4-((2-oxabicyclo[2.1.1]hexan-4-yl)methoxy)-2,3-difluorophenyl)amino)pyrido[3,2-d]pyrimidin-6-yl)-2,5-diazabicyclo[2.2.1]heptan-2-yl)prop-2-en-1-one C12OCC(C1)(C2)COC2=C(C(=C(C=C2)NC=2C1=C(N=CN2)C=CC(=N1)N1[C@@H]2CN([C@H](C1)C2)C(C=C)=O)F)F